[Cu].[Ti].[Ni] nickel titanium copper